CC1=CC=C2C(=N1)C1(C(N2)=O)CN(CC1)C(=O)OC(C)(C)C tert-butyl 5'-methyl-2'-oxo-1',2'-dihydrospiro[Pyrrolidine-3,3'-pyrrolo[3,2-b]pyridine]-1-carboxylate